8-(4-Cyclopropylamino-piperidine-1-yl)-9-ethyl-6,6-dimethyl-11-oxo-6,11-dihydro-5H-benzo[b]carbazole-3-carbonitrile C1(CC1)NC1CCN(CC1)C=1C(=CC2=C(C(C=3NC4=CC(=CC=C4C3C2=O)C#N)(C)C)C1)CC